FC1=C(C=CC(=C1F)OC)C1=CN=C(N1C)C(=O)NC1=CC(=C(C=C1)C(NCCNC(N[C@H]1CNC[C@@H]1O)=O)=O)C 5-(2,3-Difluoro-4-methoxyphenyl)-N-[4-[2-[[(3S,4S)-4-hydroxypyrrolidin-3-yl]carbamoylamino]ethylcarbamoyl]-3-methylphenyl]-1-methylimidazol-2-carboxamid